spiro[furo[2,3-e]isoindole-3,4'-piperidine] N1CCC2(CC1)COC=1C3=CNC=C3C=CC12